4-(2-chloro-6-cyclopropylpyridin-4-yl)-3-[4-methyl-1-(2-trimethylsilylethoxy-methyl)pyrazol-3-yl]benzonitrile ClC1=NC(=CC(=C1)C1=C(C=C(C#N)C=C1)C1=NN(C=C1C)COCC[Si](C)(C)C)C1CC1